NC1=NC2=CC(=CC=C2C=C1Br)CN(C(=O)C=1C=NC=CC1)C=1C(=NC=CC1)S(=O)(=O)C N-[(2-amino-3-bromoquinolin-7-yl)methyl]-N-(2-methanesulfonylpyridin-3-yl)pyridine-3-carboxamide